CC(CC[C@H](C=1N=NNN1)NC1=NC2=CC=CC=C2C=C1)(C)C [(R)-4,4-dimethyl-1-(2H-tetraazol-5-yl)pentyl]-2-quinolylamine